monoethyl-(7,8-dichloro-4-(1H-pyrazol-4-yl)quinolin-2-ylamino)methylphosphonic acid C(C)C(NC1=NC2=C(C(=CC=C2C(=C1)C=1C=NNC1)Cl)Cl)P(O)(O)=O